The molecule is the nucleotide-sugar oxoanion which is the dianion formed from dTDP-4-acetamido-4,6-dideoxy-D-galactose by deprotonation of the two phosphate OH groups. It is a conjugate base of a dTDP-4-acetamido-4,6-dideoxy-D-galactose. C[C@@H]1[C@@H]([C@@H]([C@H](C(O1)OP(=O)([O-])OP(=O)([O-])OC[C@@H]2[C@H](C[C@@H](O2)N3C=C(C(=O)NC3=O)C)O)O)O)NC(=O)C